N-(3-(n-propoxy)propyl)-3-morpholinopropan-1-amine C(CC)OCCCNCCCN1CCOCC1